O1COC2=C1C=CC(=C2)OC[C@@H]2CNCC[C@H]2C2=CC=C(C=C2)F (3S,4R)-3-[(2H-1,3-benzodioxol-5-yloxy)methyl]-4-(4-fluorophenyl)piperidine